ClC1=C(C=C(C=C1)N1C(CCCC12CCN(CC2)C=2OC(=CN2)C2CCCCC2)=O)F 1-(4-chloro-3-fluorophenyl)-9-(5-cyclohexyloxazol-2-yl)-1,9-diazaspiro[5.5]undecan-2-one